BrC1=C(C=C2C=NNC2=C1F)NC1=C(C=C(C(=C1)F)F)F 6-Bromo-7-fluoro-N-(2,4,5-trifluorophenyl)-1H-indazol-5-amine